N-(4-((2-amino-3-chloropyridin-4-yl)oxy)-3-fluorophenyl)-1-(4-fluorophenyl)-2-oxo-6-(trifluoroMethyl)-1,2-dihydropyridine-3-carboxamide NC1=NC=CC(=C1Cl)OC1=C(C=C(C=C1)NC(=O)C=1C(N(C(=CC1)C(F)(F)F)C1=CC=C(C=C1)F)=O)F